N-(4-formyl-2-methoxyphenyl)-2-morpholino-acetamide C(=O)C1=CC(=C(C=C1)NC(CN1CCOCC1)=O)OC